BrC=1C=C2C(N(C=NC2=CC1)C=1C=NC=CC1)=O 6-bromo-3-(pyridin-3-yl)quinazolin-4(3H)-one